C1(=CC(=CC=C1)C(N)=N)C1=CC=CC=C1 [1,1'-biphenyl]-3-carboximidamide